COC1=CC=C(C=C1)C1CC(C(N1)=O)=CC1=CC=C2C(=NNC2=C1)C=CC1=CC=C(C=C1)CN1CCCCC1 5-(4-methoxyphenyl)-3-((3-(4-(piperidin-1-ylmethyl)styryl)-1H-indazol-6-yl)methylene)pyrrolidin-2-one